S(=O)(=O)(O)OCC=1OC(=CC1)CNCC1=CC=CC=C1 (5-((benzylamino)methyl)-2-furyl)methanol hydrogen sulfate